N-(4-methyl-phenyl)-N'-cyclohexyl-1,4-phenylenediamine CC1=CC=C(C=C1)NC1=CC=C(C=C1)NC1CCCCC1